CN(CCCCN1C=NC2=C1C=C(C=C2)C2=CC=C1C=CN=C(C1=C2)N)C 7-(1-(4-(dimethylamino)butyl)-1H-benzo[d]imidazol-6-yl)isoquinolin-1-amine